NC1CCC(CC1)OC1=NC=2C=CC=C(C2N=C1)C#N ((1r,4r)-4-aminocyclohexyloxy)quinoxaline-5-carbonitrile